C(C)(C)(C)OC(=O)N1CCC2(CCNC2=O)CC1.N[C@H](C)C=1C=C(N)C=C(C1)C(F)(F)F (R)-3-(1-aminoethyl)-5-(trifluoromethyl)aniline tert-butyl-1-oxo-2,8-diazaspiro[4.5]decane-8-carboxylate